C(CCC)NC(CCCCCCCCCCCC(=O)N)=O 13-(butylamino)-13-oxotridecylamide